nitrosonicotine N(=O)C1=NC=C(C=C1)C1N(C)CCC1